2-Bromo-4-iodobenzoic acid BrC1=C(C(=O)O)C=CC(=C1)I